C(C1=CC=CC=C1)N(C(=O)C1=NC(=NC(=C1)NC(C)(CC(C)(C)C)C)N[C@@H]1[C@H](CCCC1)O)C N-benzyl-2-(((1S,2S)-2-hydroxycyclohexyl)amino)-N-methyl-6-((2,4,4-trimethylpentan-2-yl)amino)pyrimidine-4-carboxamide